ClCC1=CC=C(C=C1)C1=NC(=CC=C1F)C [4-(chloromethyl)phenyl]-3-fluoro-6-methylpyridine